C(C1=CC=CC=C1)(=O)NC1=C(C=C(C=C1C(=O)O)N1N=NC(=C1)C1=CC=C(C=C1)C(F)(F)F)C1=CC=CC=C1 benzoylamino-5-(4-(4-(trifluoromethyl)phenyl)-1H-1,2,3-triazol-1-yl)-[1,1'-biphenyl]-3-carboxylic acid